4-(2-Methoxy-5-nitro-phenyl)morpholine COC1=C(C=C(C=C1)[N+](=O)[O-])N1CCOCC1